tert-butyl N-[2-[[[2-benzyloxy-6-(1,3-dioxolan-2-yl)-2-(trifluoromethyl)hexanoyl]amino]carbamoyl]-6-bromo-5-(trifluoromethyl)-3-pyridyl]carbamate C(C1=CC=CC=C1)OC(C(=O)NNC(=O)C1=NC(=C(C=C1NC(OC(C)(C)C)=O)C(F)(F)F)Br)(CCCCC1OCCO1)C(F)(F)F